(4-(3-(1-methyl-1H-indazol-6-yl)-1,4-dihydrothieno[2',3':4,5]cyclopenta[1,2-c]pyrazol-6-yl)-3,6-dihydropyridin-1(2H)-yl)(N-morpholinyl)methanone CN1N=CC2=CC=C(C=C12)C=1C2=C(NN1)C1=C(C2)SC(=C1)C=1CCN(CC1)C(=O)N1CCOCC1